octanoic acid heptadecan-9-yl ester CCCCCCCCC(CCCCCCCC)OC(CCCCCCC)=O